Ethyl 3-(1,2,3,4-tetrahydro-quinolin-2-yl)-propionate N1C(CCC2=CC=CC=C12)CCC(=O)OCC